C(C)(C)(C)C(C(C(=O)OCC(COC(C(C(C1=CC=CC=C1)C(C)(C)C)(O)C(C)(C)C)=O)(COC(C(C(C1=CC=CC=C1)C(C)(C)C)(O)C(C)(C)C)=O)COC(C(C(C1=CC=CC=C1)C(C)(C)C)(O)C(C)(C)C)=O)(O)C(C)(C)C)C1=CC=CC=C1 Pentaerythritol tetra(di-tert-butyl hydroxyhydrocinnamate)